N-[(1R)-2-methyl-1-(methylcarbamoyl)propyl]Carbamic acid tert-butyl ester C(C)(C)(C)OC(N[C@H](C(C)C)C(NC)=O)=O